5-(3-chloro-4-((3,5-difluoropyridin-2-yl)methoxy)-5',6-dimethyl-2-carbonyl-2H-[1,4'-bipyridin]-2'-yl)-3,3-diethyl-1,3-dihydro-2H-pyrrolo[3,2-b]pyridin-2-one ClC=1C(N(C(=CC1OCC1=NC=C(C=C1F)F)C)C1=CC(=NC=C1C)C1=CC=C2C(=N1)C(C(N2)=O)(CC)CC)=C=O